3-((3R,6S,9aS)-3,6-diisobutyl-4,7-dioxo-1-((E)-3-(thiazolo[5,4-b]pyridin-2-yl)acryloyl)hexahydropyrazino[2,1-c][1,2,4]oxadiazin-8(1H)-yl)propanamide C(C(C)C)[C@@H]1C(N2[C@@H](N(O1)C(\C=C\C=1SC3=NC=CC=C3N1)=O)CN(C([C@@H]2CC(C)C)=O)CCC(=O)N)=O